7-(2-methyl-2-morpholin-4-yl-propoxy)-imidazo[1,2-a]pyridin CC(COC1=CC=2N(C=C1)C=CN2)(C)N2CCOCC2